N1=CC(=CC=C1)[C@H]1N(CCC1)CCCCCNC(=O)C1CCN(CC1)C(=O)OC(C)(C)C (S)-tert-Butyl 4-((5-(2-(pyridin-3-yl)pyrrolidin-1-yl)pentyl)carbamoyl)piperidine-1-carboxylate